[N+](=O)([O-])C=1C=C(C=C(C1)C(F)(F)F)[C@@H](C)NC(=O)C1=NN(C(C=C1)=O)C1=CC=CC=C1 N-[(1R)-1-[3-nitro-5-(trifluoromethyl)phenyl]ethyl]-6-oxo-1-phenylpyridazine-3-carboxamide